OC1=CC=C(C=C1)C(\C=C\C1=CC(=CC=C1)OCC=C)=O (E)-1-(4-Hydroxyphenyl)-3-(3-prop-2-enoxyphenyl)prop-2-en-1-one